4-oxo-phenylketone O=C1CC=C(C=C1)C(=O)C1=CCC(C=C1)=O